C(C)OC(C1=C(C=CC=C1)C=1C=CC=C2C=C(N(C12)CC1CC1)C1=NC2=C(N1C)C(=CC(=C2)C(=O)N2[C@@H]1CC[C@H](C2)[C@H]1N)OC)=O Ethyl-2-(2-(5-((1R,4R,7R)-7-amino-2-azabicyclo[2.2.1]heptan-2-carbonyl)-7-methoxy-1-methyl-1H-benzo[d]imidazol-2-yl)-1-(cyclopropylmethyl)-1H-indol-7-yl)benzoat